ClC1=CC2=C(N=N1)N(C=C2)CC2CC(N(C2)C)=O 4-({3-chloro-7H-pyrrolo[2,3-c]pyridazin-7-yl}methyl)-1-methylpyrrolidin-2-one